butyl-methoxyacetic acid C(CCC)C(C(=O)O)OC